FC1=C(C=C(C=C1)F)C=1C(=C2N(N1)CCC2)C2=CC=C1C=NNC1=C2 6-(2-(2,5-Difluorophenyl)-5,6-dihydro-4H-pyrrolo[1,2-b]pyrazol-3-yl)-1H-indazole